COC(=O)C1=NC=CC(=C1F)CC=1C(OC2=CC(=CC=C2C1C)OC1=NC=CC=C1F)=O 3-fluoro-4-[[7-[(3-fluoro-2-pyridinyl)oxy]-4-methyl-2-oxo-chromen-3-yl]methyl]pyridine-2-carboxylic acid methyl ester